[O-]P([O-])[O-] The molecule is a trivalent inorganic anion obtained by removal of all three protons from phosphorous acid. It is a trivalent inorganic anion and a phosphite ion. It is a conjugate base of a hydrogenphosphite.